3-methyl-8-{4-(trifluoromethyl)phenoxy}quinoline-5-carbonitrile CC=1C=NC=2C(=CC=C(C2C1)C#N)OC1=CC=C(C=C1)C(F)(F)F